N[C@@H](CCC(O)=O)C(=O)C(CCC[C@H](N)C(=O)O)N epsilon-(alpha-glutamyl)lysine